Br.NCC=1NC2=CC(=C(C=C2C1)F)O 2-(aminomethyl)-5-fluoro-1H-indol-6-ol hydrobromide